COC=1C=C(C=CC1)CN1N=C2N=C(N=C(C2=C1)N)C=1SC=C(N1)C 2-[(3-methoxyphenyl)methyl]-6-(4-methyl-1,3-thiazol-2-yl)-2H-pyrazolo[3,4-d]pyrimidin-4-amine